C(#N)C=1[N+](=C(N(C1)C)C)C 4-cyano-1,2,3-trimethylimidazolium